7-(1-(3-((2-(2,6-dioxopiperidin-3-yl)-1-oxoisoindoline-4-yl)thio)propyl)piperidine-4-yl)-2-(4-phenoxyphenyl)-4,5,6,7-tetrahydropyrazolo[1,5-a]pyrimidine-3-carboxamide O=C1NC(CCC1N1C(C2=CC=CC(=C2C1)SCCCN1CCC(CC1)C1CCNC=2N1N=C(C2C(=O)N)C2=CC=C(C=C2)OC2=CC=CC=C2)=O)=O